(8-bromo-6-fluoroisoquinolin-7-yl)(2-chloro-5-fluorophenyl)methanol BrC=1C(=C(C=C2C=CN=CC12)F)C(O)C1=C(C=CC(=C1)F)Cl